C(C)(C)(C)OC(=O)N1CCN(CC1)C1=NN(C(=C1)C)C1CCC(CC1)C(F)(F)F.ClC=1C(=NC=CC1)NC1CC1.[Na] sodium 3-chloro-2-(cyclopropylamino)pyridine tert-butyl-4-[5-methyl-1-[4-(trifluoromethyl)cyclohexyl]pyrazol-3-yl]piperazine-1-carboxylate